NC(C)(C)C1=CC(=NC(=C1)C=1NC2=CC=CC=C2C1)OC1[C@@H]2CN(C[C@H]12)C(=O)C=1C(=NN(C1)C1=NC=CC=N1)C ((1R,5S,6s)-6-((4-(2-aminopropan-2-yl)-6-(1H-indol-2-yl)pyridin-2-yl)oxy)-3-azabicyclo[3.1.0]hexan-3-yl)(3-methyl-1-(pyrimidin-2-yl)-1H-pyrazol-4-yl)methanone